2-((1-(6-(4-fluorophenyl)-2,7-dimethylquinolin-4-yl)ethyl)amino)benzoic acid FC1=CC=C(C=C1)C=1C=C2C(=CC(=NC2=CC1C)C)C(C)NC1=C(C(=O)O)C=CC=C1